3-[[4-(4-fluoro-phenoxy)-benzenesulfonyl]-(1-hydroxycarbamoyl-cyclopentyl)-amino]-propionic acid FC1=CC=C(OC2=CC=C(C=C2)S(=O)(=O)N(CCC(=O)O)C2(CCCC2)C(NO)=O)C=C1